2-(2-(4-(1-(tert-butyl)-3-(4-chloro-3-fluorophenyl)-1H-pyrrolo[2,3-b]pyridine-6-carbonyl)-3,3-dimethylpiperazin-1-yl)pyridin-4-yl)-2-methylpropanenitrile C(C)(C)(C)N1C=C(C=2C1=NC(=CC2)C(=O)N2C(CN(CC2)C2=NC=CC(=C2)C(C#N)(C)C)(C)C)C2=CC(=C(C=C2)Cl)F